FC(OC=1C=C(C=CC1)C1=NN(C2=CC(=CC(=C12)C)C(=O)N[C@@]1(CS(CC1)(=O)=O)C)C1CCOCC1)F (S)-3-(3-(difluoromethoxy)phenyl)-4-methyl-N-(3-methyl-1,1-dioxidotetrahydrothiophen-3-yl)-1-(tetrahydro-2H-pyran-4-yl)-1H-indazole-6-carboxamide